N#[C-].C1(=CC=CC=C1)O phenol isocyanide